[I-].C(CCCCCCCCC)(=O)OC([N+]1(CCC=C(C1)C1=NSN=C1OCCCCCC)C)C1CCOCC1 1-((decanoyloxy)(tetrahydro-2H-pyran-4-yl)methyl)-5-(4-(hexyloxy)-1,2,5-thiadiazol-3-yl)-1-methyl-1,2,3,6-tetrahydropyridin-1-ium iodide